methyl 6-[cyclopropyl(difluoro)methyl]-5-fluoro-2-phenoxy-pyridine-3-carboxylate C1(CC1)C(C1=C(C=C(C(=N1)OC1=CC=CC=C1)C(=O)OC)F)(F)F